4,4-dimethyl-1-[4-[4-(2-pyrimidinyl)-1-piperazinyl]butyl]-2,6-piperidindione CC1(CC(N(C(C1)=O)CCCCN1CCN(CC1)C1=NC=CC=N1)=O)C